3-(5-ethylisoxazol-3-yl)-1-methyl-1H-pyrazol-5-amine C(C)C1=CC(=NO1)C1=NN(C(=C1)N)C